C(C)OP(=O)(OCC)[O-].C(CCC)[P+](CC)(CCCC)CCCC tributyl-ethyl-phosphonium diethylphosphate